N-benzyl-isatin imine C(C1=CC=CC=C1)N1C(C(=O)C2=CC=CC=C12)=N